tert-butyl N-(3-methylpyrrolidin-3-yl)carbamate CC1(CNCC1)NC(OC(C)(C)C)=O